OC1(C2C=CC(C1)C2)C 5-hydroxy-5-Methylbicyclo[2.2.1]hept-2-ene